ClC=1C(=CC(=C(C1)NC1=NC=NC2=CC(=C(C=C12)NC(C=C)=O)OCCN1CCOCC1)C(C)(C)O)OC1=CC(=CC=C1)F N-(4-((5-chloro-4-(3-fluorophenoxy)-2-(2-hydroxypropan-2-yl)phenyl)amino)-7-(2-morpholinoethoxy)quinazolin-6-yl)acrylic amide